N,N-dimethyl-2-(1-(6-nitropiperidin-3-yl)piperidin-3-yl)propan-2-amine CN(C(C)(C)C1CN(CCC1)C1CNC(CC1)[N+](=O)[O-])C